Butyl-dimethyl-(dimethylamino)silane C(CCC)[Si](N(C)C)(C)C